C(=O)[O-].C(C)(=O)OC(OC(C(=O)OC1CC2CCC(C1)[N+]21CCCC1)(C1=CC=CC=C1)C1=CC=CC=C1)C1CCCC1 3-(2-(acetoxy(cyclopentyl)methoxy)-2,2-diphenylacetoxy)spiro[bicyclo[3.2.1]octane-8,1'-pyrrolidin]-8-ium formate